FC1(CCC1)CN 1-(1-fluorocyclobutyl)methanamine